BrC=1C=CC(=C2C=NN(C12)C)F 7-Bromo-4-fluoro-1-methyl-1H-indazole